C(C1CO1)[Si](=O)CCC glycidyl-propyl-silaneOne